(1R,2S)-N-(6-(7-(dimethylamino)-6-fluoro-5-(trifluoromethyl)-1H-indazol-4-yl)imidazo[1,2-a]pyrazin-2-yl)-2-fluorocyclopropane-1-carboxamide CN(C=1C(=C(C(=C2C=NNC12)C=1N=CC=2N(C1)C=C(N2)NC(=O)[C@@H]2[C@H](C2)F)C(F)(F)F)F)C